C(OCC)(OC(C)OC1=C(C(=CC(=C1)CCCCC)O)C1CCCC(=C1)C)=O ethyl (1-((6-hydroxy-5'-methyl-4-pentyl-1',2',3',4'-tetrahydro-[1,1'-biphenyl]-2-yl)oxy)ethyl) carbonate